2,3,5-triethoxyaniline C(C)OC1=C(N)C=C(C=C1OCC)OCC